4-(4-methyl-1,2,4-triazol-3-yl)phenylboronic acid CN1C(=NN=C1)C1=CC=C(C=C1)B(O)O